C(C1=CC=CC=C1)OC(=O)NCCNC(CCCNC(OC(C)(C)C)=O)=O tert-butyl (4-((2-(((benzyloxy)carbonyl)amino)ethyl)amino)-4-oxobutyl)carbamate